cosanoic anhydride C(CCCCCCCCCCCCCCCCCCC)(=O)OC(CCCCCCCCCCCCCCCCCCC)=O